C(C)(CC)C(COC)(COC)C1CCCCC1 2-sec-butyl-2-cyclohexyl-1,3-dimethoxypropane